BrC1=CC=CC(=N1)N1C(=NC=C1)C1(C(N(CC1)C)=O)O 3-(1-(6-bromopyridin-2-yl)-1H-imidazol-2-yl)-3-hydroxy-1-methylpyrrolidin-2-one